C1(CC1)COC1=C(N)C(=CC=C1C=1CCN(CC1)C)[N+](=O)[O-] 2-(cyclopropylmethoxy)-3-(1-methyl-1,2,3,6-tetrahydropyridin-4-yl)-6-Nitroaniline